2-Chloro-4-((S)-8-(4-(4-((4-(4-(((S)-2,6-dioxopiperidin-3-yl)amino)pyridin-2-yl)piperazin-1-yl)methyl)piperidine-1-carbonyl)phenyl)-3-methyl-2,8-diazaspiro[4.5]decan-2-yl)benzonitrile ClC1=C(C#N)C=CC(=C1)N1CC2(C[C@@H]1C)CCN(CC2)C2=CC=C(C=C2)C(=O)N2CCC(CC2)CN2CCN(CC2)C2=NC=CC(=C2)N[C@@H]2C(NC(CC2)=O)=O